CC=1C(=C(C2=CC(=C(C(=C2C1)C(C)C)O)O)O)C1=C(C2=CC(=C(C(=C2C=C1C)C(C)C)O)O)O 3-methyl-5-propan-2-yl-2-(1,6,7-trihydroxy-3-methyl-5-propan-2-ylnaphthalen-2-yl)naphthalene-1,6,7-triol